OCCC(C)(C)C1=C(C=CC=C1)O 2-(4-hydroxy-2-methylbutan-2-yl)phenol